2-(1-acryloyl-4-(7-(7-fluoro-3,4-dihydroquinolin-1(2H)-yl)-2-(5-methyl-2,5-diazaspiro[3.4]octan-2-yl)-5,6,7,8-tetrahydroquinazolin-4-yl)piperazin-2-yl)acetonitrile C(C=C)(=O)N1C(CN(CC1)C1=NC(=NC=2CC(CCC12)N1CCCC2=CC=C(C=C12)F)N1CC2(C1)N(CCC2)C)CC#N